methyl 2-((4-((R)-2-(4-chlorophenyl)-2,3-dihydrobenzo[b][1,4]dioxin-5-yl) piperidin-1-yl) methyl)-4-fluoro-1-(((S)-oxetan-2-yl) methyl)-1H-benzo[d]imidazole-6-carboxylate ClC1=CC=C(C=C1)[C@@H]1COC2=C(O1)C=CC=C2C2CCN(CC2)CC2=NC1=C(N2C[C@H]2OCC2)C=C(C=C1F)C(=O)OC